FC1(C(C1)C=1C(=NC=CC1)C(=O)NC=1C(=C(C=2N(C1)C=C(N2)C2CCNCC2)F)C(C)(C)O)F (2,2-difluorocyclopropyl)-N-(8-fluoro-7-(2-hydroxypropan-2-yl)-2-(piperidin-4-yl)imidazo[1,2-a]pyridin-6-yl)pyridine-2-carboxamide